bis(β-epithiopropyl) trisulfide CC1(CS1)SSSC1(C)CS1